(2R)-1,1-Difluoro-2-{5-[1-methyl-4-(trifluoromethyl)-1H-pyrazol-5-yl]-1,2,4-oxadiazol-3-yl}-6-azaspiro[2.5]octan-6-sulfonamid FC1([C@H](C12CCN(CC2)S(=O)(=O)N)C2=NOC(=N2)C2=C(C=NN2C)C(F)(F)F)F